BrC=1C=C(C(=CC1)NC1CCOCC1)N 4-bromo-N1-(tetrahydro-2H-pyran-4-yl)benzene-1,2-diamine